3-(4-amino-6-((2,2,2-trifluoroethyl)amino)pyrido[3,4-d]pyrimidin-8-yl)-2,4-dimethylphenol NC=1C2=C(N=CN1)C(=NC(=C2)NCC(F)(F)F)C=2C(=C(C=CC2C)O)C